1-(2-(4-(2-chloro-5-nitrobenzoyl)piperazin-1-yl)acetyl)-1',4'-dihydro-2'H-spiro[pyrrolidine-2,3'-quinoline] ClC1=C(C(=O)N2CCN(CC2)CC(=O)N2CCCC23CNC2=CC=CC=C2C3)C=C(C=C1)[N+](=O)[O-]